COC1=CC=C(CN(S(=O)(=O)C2CN(C2)C(=O)OC(C)(C)C)CC2=CC=C(C=C2)OC)C=C1 tert-butyl 3-(N,N-bis(4-methoxybenzyl) sulfamoyl)azetidine-1-carboxylate